N-(4,4,4-trifluoro-1-(2,4,5-trifluorophenyl)butan-2-yl)-4-(trifluoromethoxy)benzenesulfonamide FC(CC(CC1=C(C=C(C(=C1)F)F)F)NS(=O)(=O)C1=CC=C(C=C1)OC(F)(F)F)(F)F